N-(4-chlorobenzyl)-7-methyl-2-((1-((2-methylbut-3-en-2-yl)sulfonyl)cyclopropyl)methyl)-1-oxo-1,2,3,4-tetrahydropyrrolo[1,2-a]pyrazine-6-carboxamide ClC1=CC=C(CNC(=O)C2=C(C=C3N2CCN(C3=O)CC3(CC3)S(=O)(=O)C(C)(C=C)C)C)C=C1